CC=1C=CC=NC1C(F)(F)F 5-methyl-6-(trifluoromethyl)pyridine